2-[[2-(2-methoxy-3-pyridyl)pyrrolo[2,3-c]pyridin-6-yl]methyl]-5-methyl-1,3-benzoxazole COC1=NC=CC=C1C=1C=C2C(=CN(C=C2)CC=2OC3=C(N2)C=C(C=C3)C)N1